7-((3,5-Difluoro-4-((5-(trifluoromethyl)pyridin-3-yl)oxy)benzyl)oxy)-1-methyl-2,3-dihydroimidazo[1,2-c]pyrimidin-5(1H)-one FC=1C=C(COC=2C=C3N(C(N2)=O)CCN3C)C=C(C1OC=1C=NC=C(C1)C(F)(F)F)F